N,N'-bis(2-aminoethyl)oxamide NCCNC(=O)C(=O)NCCN